FC(C(=O)O)CC(CCF)C1=C(C=CC=C1)C1=CC=C(C2=C1CC(O2)(C)C)OC 2,6-difluoro-4-(7-methoxy-2,2-dimethyl-2,3-dihydrobenzofuran-4-yl-phenyl)-hexanoic acid